5-(tert-butyl)-N-(2-methyl-4-(6-(1-methyl-1H-pyrazol-4-yl)pyrrolo[2,1-f][1,2,4]triazin-4-yl)benzyl)-1,2,4-oxadiazole-3-carboxamide C(C)(C)(C)C1=NC(=NO1)C(=O)NCC1=C(C=C(C=C1)C1=NC=NN2C1=CC(=C2)C=2C=NN(C2)C)C